5-[3-(tert-butylamino)-2-hydroxypropoxy]-3,4-dihydro-1H-quinolin-2-one C(C)(C)(C)NCC(COC1=C2CCC(NC2=CC=C1)=O)O